BrC=1C(=NN(C1NC(=O)N[C@@H]1CN(C[C@H]1C1=CC(=C(C=C1)F)F)CCOC)C1=CC=CC=C1)C1CCN(CC1)S(=O)(=O)C 1-(4-bromo-3-(1-(methylsulfonyl)piperidin-4-yl)-1-phenyl-1H-pyrazol-5-yl)-3-((3S,4R)-4-(3,4-difluorophenyl)-1-(2-methoxyethyl)pyrrolidin-3-yl)urea